[Si](C)(C)(C(C)(C)C)OCC1=CC(=C(C=O)C(=C1)C)F 4-[[tert-butyl(dimethyl)silyl]oxymethyl]-2-fluoro-6-methyl-benzaldehyde